C(C)OC(=O)C1(CC(C1)OCC)NC(=O)OC(C)(C)C 1-[(tert-butoxycarbonyl)amino]-3-ethoxycyclobutane-1-carboxylic acid ethyl ester